COC1=C(C=CC(=C1)[C@@H]2[C@H]([C@H](CO2)[C@H](C3=CC(=C(C=C3)O)OC)O)CO)O The molecule is a lignan that consists of a tetrahudrofuran substituted by a 4-hydroxy-3-methoxyphenyl group at position 5, a hydroxymethyl group at position 4 and a hydroxy(4-hydroxy-3-methoxyphenyl)methyl group at position 3. It has been isolated from Taxus yunnanensis. It has a role as a plant metabolite. It is a lignan, a polyphenol, a tetrol, a member of oxolanes and a member of guaiacols.